C(CCC)C1OC(C2=CC(=CC=C12)NCC=1C=C(CNC(C)=N)C=CC1)=O N-(3-(((1-butyl-3-oxo-1,3-dihydroisobenzofuran-5-yl)amino)methyl)benzyl)acetamidine